C(C1=CC=CC=C1)(=O)NO benzohydroxamic acid